C(CN=C=O)N=C=O dimethyleneisocyanate